(R)-(4-((1-(5-(2-((dimethylamino)methyl)phenyl)thiophen-2-yl)ethyl)amino)-2-methyl-7,8-dihydropyrido[4,3-d]pyrimidine-6(5H)-yl)(tetrahydro-2H-pyran-4-yl)methanone CN(C)CC1=C(C=CC=C1)C1=CC=C(S1)[C@@H](C)NC=1C2=C(N=C(N1)C)CCN(C2)C(=O)C2CCOCC2